CS(=O)(=O)N1C[C@H]([C@@H](CC1)NC1=NN2C(C=N1)=CC=C2C2=NC=C(C=C2)C(F)(F)F)O (3R,4R)-1-methanesulfonyl-4-({7-[5-(trifluoromethyl)pyridin-2-yl]pyrrolo[2,1-f][1,2,4]triazin-2-yl}amino)piperidin-3-ol